N-(4-methylpyridin-2-yl)azetidine-3-carboxamide hydrochloride Cl.CC1=CC(=NC=C1)NC(=O)C1CNC1